N1(CCOCC1)CCN1C(C=CC1)=O [2-(4-morpholinyl)ethyl]-1,5-dihydro-2H-pyrrol-2-one